C(C)(=O)N1CCC(=CC1)C=1C2=C(C(=NC1)OC)N=C(S2)[NH-] [7-(1-acetyl-1,2,3,6-tetrahydro-pyridin-4-yl)-4-methoxy-thiazolo[4,5-c]pyridin-2-yl]-amid